(1r,4r)-4-amino-1-(trifluoromethyl)cyclohexan-1-ol NC1CCC(CC1)(O)C(F)(F)F